2-(2-fluoro-4-(2-((5-methyl-4-(pyrimidin-5-yl)thiazol-2-yl)amino)-2-oxoethyl)phenoxy)nicotinamide FC1=C(OC2=C(C(=O)N)C=CC=N2)C=CC(=C1)CC(=O)NC=1SC(=C(N1)C=1C=NC=NC1)C